FC(C1=CC=C(C=C1)/C=C/C=1OC=C(N1)COC1=CC=C(C=C1)CCCCN1N=NC=C1)(F)F 1-[4-[4-[[2-[(1E)-2-[4-(Trifluoromethyl)phenyl]ethenyl]-4-oxazolyl]methoxy]phenyl]butyl]-1H-1,2,3-triazole